ClC=1N=C2C(=NC1N1CCC3([C@@H]([C@@H](OC3)C)N)CC1)NN=C2C2=C(C(=NC=C2)NCC)Cl (3S,4S)-8-(5-chloro-3-(3-chloro-2-(ethylamino)pyridin-4-yl)-1H-pyrazolo[3,4-b]pyrazin-6-yl)-3-methyl-2-oxa-8-azaspiro[4.5]Decan-4-amine